[C@@H]1([C@H](O)[C@H](O)[C@@H](C(O)C(=O)[O-])O1)N1C=NC=2C(O)=NC=NC12.[Na+].[Na+].[C@@H]1([C@H](O)[C@H](O)[C@@H](C(O)C(=O)[O-])O1)N1C=NC=2C(O)=NC=NC12 Disodium 5'-inosinat